C(C)(C)(C)OC(CC(C(=O)N(C)C)NC)=O.CC1=C(C(=O)N)C=C(C=C1)C1=CC=C2C(=C1)N(CC21CCOCC1)C 2-methyl-5-(1-methyl-2',3',5',6'-tetrahydrospiro[indolin-3,4'-pyran]-6-yl)benzamide Tert-butyl-4-(dimethylamino)-3-(methylamino)-4-oxobutanoate